C(C)C(CC(C(=O)O)CSC1=C(C(=CC=C1)P(=O)(C)C)Cl)CCCC 2-ethylhexyl-3-((2-chloro-3-(dimethylphosphoryl)phenyl)thio)propionic acid